Cl.FC1=C(C(=CC=C1)F)C(C)N 1-(2,6-difluorophenyl)ethan-1-amine hydrochloride